C1=CC=CC=2C3=CC=CC=C3C(C12)(C1=CC=C(N)C=C1)C1=CC=C(N)C=C1 4,4'-[9H-fluorene-9,9-diyl]dianiline